NC1=NC=C(C=C1[C@@H](C)N[S@](=O)C(C)(C)C)F (R)-N-((R)-1-(2-amino-5-fluoropyridin-3-yl)ethyl)-2-methylpropane-2-sulfinamide